BrC=1C=C(C=NC1)OCC(C)=O 1-[(5-bromo-3-pyridinyl)oxy]propan-2-one